F[P-](F)(F)(F)(F)F.CN(C)C(=[N+](C)C)ON1N=NC=2C1=NC=CC2 (dimethylamino)-N,N-dimethyl-(3H-[1,2,3]triazolo[4,5-b]pyridin-3-yloxy)methaniminium hexafluorophosphate